CC=1SC2=C(N1)C=C(C=C2)C=C 2-Methyl-5-vinylbenzo[d]thiazole